1,4,6-trihydroxybenzaldehyde OC1(C=O)CC=C(C=C1O)O